3-propylsuccinic acid 1-tert-butyl 4-methyl ester COC(C(CC(=O)OC(C)(C)C)CCC)=O